C(#N)C1=C(C=C(C=C1)C(F)(F)F)NC(=O)[C@H]1[C@H]2C[C@@H]([C@@H]([C@@H]1C1=CC(=CC=C1)C(F)(F)F)O2)O (1R,2R,3S,4R,5S)-N-(2-cyano-5-(trifluoromethyl)phenyl)-5-hydroxy-3-(3-(trifluoromethyl)phenyl)-7-oxabicyclo[2.2.1]heptane-2-carboxamide